6-bromo-1,1-dimethoxy-2,3-dihydro-1H-inden-2-yl (cyclohexylmethyl)carbamate C1(CCCCC1)CNC(OC1C(C2=CC(=CC=C2C1)Br)(OC)OC)=O